5-Amino-4-(3-methoxy-2,6-dimethylphenyl)-1,2-dimethyl-1H-benzo[d]imidazole-6-carbonitrile NC1=C(C2=C(N(C(=N2)C)C)C=C1C#N)C1=C(C(=CC=C1C)OC)C